ClC=1C=C(C=CC1N1CCC(CC1)N1CCN(CC1)C)NC=1N=C(C2=C(N1)NC=C2)NC=2C=CC=C1CCN(C21)S(=O)(=O)C N2-(3-chloro-4-(4-(4-methylpiperazin-1-yl)piperidin-1-yl)phenyl)-N4-(1-(methylsulfonyl)indolin-7-yl)-7H-pyrrolo[2,3-d]pyrimidine-2,4-diamine